C(C)N(C1=NC=2N(C3=CC(=C(C=C13)F)F)C=NN2)C2=CC=CC=C2 N-ethyl-7,8-difluoro-N-Phenyl-[1,2,4]triazolo[4,3-a]quinazolin-5-amine